C(C)C1(COC1)COCC1(COC1)CC 3-Ethyl-3-[[(3-ethyloxetane-3-yl)methoxy]methyl]oxetane